(+-)-trans-5-methoxy-4-((2-(4-(methoxycarbonyl)phenyl)-4-(pyridin-2-yl)piperidin-1-yl)methyl)-7-methyl-1H-indole-1-carboxylic acid tert-butyl ester C(C)(C)(C)OC(=O)N1C=CC2=C(C(=CC(=C12)C)OC)CN1[C@H](C[C@@H](CC1)C1=NC=CC=C1)C1=CC=C(C=C1)C(=O)OC |r|